COC(C1=NC=C(C=C1)C(NCC)=O)=O 5-(ethylcarbamoyl)picolinic acid methyl ester